N-hydroxy-4-(4-(methyl-(2-oxo-2H-chromen-4-yl)amino)phenyl)butanamide ONC(CCCC1=CC=C(C=C1)N(C1=CC(OC2=CC=CC=C12)=O)C)=O